C1N(CCC2=CC=CC=C12)C1=CC(=C(C(=C1)SC([2H])([2H])[2H])NC(CC(C)(C)C)=O)C N-(4-(3,4-dihydroisoquinolin-2(1H)-yl)-2-methyl-6-((methyl-d3)thio)phenyl)-3,3-dimethylbutyramide